NC1=NC=CC=C1C1=NC=2C(=NC(=CC2)N2N=CC=C2)N1C=1C=C2CC[C@@H](C2=CC1)NC1CCC2(CCN2C(C=C)=O)CC1 1-(7-{[(1S)-5-[2-(2-aminopyridin-3-yl)-5-(pyrazol-1-yl)imidazo[4,5-b]pyridin-3-yl]-2,3-dihydro-1H-inden-1-yl]amino}-1-azaspiro[3.5]nonan-1-yl)prop-2-en-1-one